dichloro(phenylmethylene)(tricyclohexylphosphino)ruthenium Cl[Ru](P(C1CCCCC1)(C1CCCCC1)C1CCCCC1)(=CC1=CC=CC=C1)Cl